CN1N=C(C(=C1C)O)C1=C(C=CC=C1)CC 1,5-Dimethyl-3-(2-Ethylphenyl)-pyrazol-4-ol